C(C1=CC=CC=C1)OC1=NC(=CC=C1N1C(N(C2=C1C=CC(=C2[C@@H]2C(CN(CC2)C(=O)OC(C)(C)C)(F)F)F)C)=O)OCC2=CC=CC=C2 |r| Racemic-tert-butyl 4-[1-(2,6-dibenzyloxy-3-pyridyl)-5-fluoro-3-methyl-2-oxo-benzimidazol-4-yl]-3,3-difluoro-piperidine-1-carboxylate